2,2'-((pyridin-2-ylmethyl)azanediyl)bis(ethan-1-ol) N1=C(C=CC=C1)CN(CCO)CCO